3-((tert-butyldimethylsilyl)oxy)-1-methylcyclobutane-1-carboxylic acid methyl ester COC(=O)C1(CC(C1)O[Si](C)(C)C(C)(C)C)C